1-(2-((1r,3s,4s)-4-methyl-3-(prop-1-en-2-yl)-4-vinylcyclohexyl) allyl) 7-(4-(3-carbonyl-3H-1,2,4-dithiazol-5-yl) phenyl) pimelate C(CCCCCC(=O)OC1=CC=C(C=C1)C1=NC(SS1)=C=O)(=O)OCC(=C)[C@H]1C[C@H]([C@@](CC1)(C=C)C)C(=C)C